OC=1C=C(C2=CC=CC=C2C1)C1C(CC=2C(=NC(=NC2C1)OC[C@H]1N(CCC1)C)N1[C@H](CN(C[C@@H]1C)C(=O)OC(C)(C)C)C)C tert-butyl (3S,5S)-4-[7-(3-hydroxy-1-naphthyl)-6-methyl-2-[[(2S)-1-methylpyrrolidin-2-yl]methoxy]-5,6,7,8-tetrahydroquinazolin-4-yl]-3,5-dimethyl-piperazine-1-carboxylate